Cl.C1=C(C=CC2=CC=CC=C12)C(=O)N 2-naphthamide hydrochloride